((2-amino-4-chloropyridin-3-yl)ethynyl)oxetan-3-ol NC1=NC=CC(=C1C#CC1OCC1O)Cl